C(C(C(O)[2H])(C[2H])O)[2H] 2-(methyl-d)propane-1,3-d-1,2-diol